tert-butyl (R)-3-(ethoxymethyl)-3-formylpyrrolidine-1-carboxylate C(C)OC[C@@]1(CN(CC1)C(=O)OC(C)(C)C)C=O